CCCCCCCCCCC(=O)SCCNC(=O)CCNC(=O)[C@@H](C(C)(C)COP(=O)([O-])OP(=O)([O-])OC[C@@H]1[C@H]([C@H]([C@@H](O1)N2C=NC3=C(N=CN=C32)N)O)OP(=O)([O-])[O-])O The molecule is an acyl-CoA(4-) species arising from deprotonation of the phosphate and diphosphate OH groups of undecanoyl-CoA; major species at pH 7.3. It is a saturated fatty acyl-CoA(4-) and a medium-chain fatty acyl-CoA(4-). It is a conjugate acid of an undecanoyl-CoA.